FC1(CC2(C1)CC(C2)(C)NC(=O)C2=CC=NC=1N2N=C(C1C(=O)N)COC)F N7-(2,2-difluoro-6-methyl-spiro[3.3]heptan-6-yl)-2-(methoxymethyl)pyrazolo[1,5-a]pyrimidine-3,7-dicarboxamide